aspartic acid α-amide C([C@@H](C(=O)N)N)C(=O)O